2-{[rel-(2R,3R)-3-(2-chlorophenyl)-2-(2,4-difluoro-phenyl)oxiran-2-yl]methyl}-2,4-dihydro-3H-1,2,4-triazol-3-thione ClC1=C(C=CC=C1)[C@@H]1[C@@](O1)(C1=C(C=C(C=C1)F)F)CN1N=CNC1=S |o1:7,8|